ClC1=CC(=C(C=C1)[C@H]1OC2=C(C=CC=C2C(=C1)F)C1CCN(CC1)CC1=NC2=C(N1CC1(CC1)CF)C=C(C=C2)C(=O)O)F (S)-2-((4-(2-(4-chloro-2-fluorophenyl)-4-fluoro-2H-chromen-8-yl)piperidin-1-yl)methyl)-1-((1-(fluoromethyl)cyclopropyl)methyl)-1H-benzo[d]imidazole-6-carboxylic acid